2-(6-chloro-4-ethoxy-1H-pyrazolo[4,3-c]pyridin-1-yl)propionic acid ClC1=CC2=C(C(=N1)OCC)C=NN2C(C(=O)O)C